8-(3-methoxy-2,6-dimethylphenyl)-6-(pyrrolidine-1-carbonyl)pyrido[3,4-d]pyrimidin-4(3H)-one COC=1C(=C(C(=CC1)C)C1=NC(=CC2=C1N=CNC2=O)C(=O)N2CCCC2)C